tert-butyl (S)-2-(((2-chloro-5-(trifluoromethyl)pyridin-4-yl)amino)methyl)morpholine-4-carboxylate ClC1=NC=C(C(=C1)NC[C@H]1CN(CCO1)C(=O)OC(C)(C)C)C(F)(F)F